(R)-6-((trifluoromethyl)sulfonyl)-2H-benzo[d][1,3]oxathiole 3-oxide FC(S(=O)(=O)C1=CC2=C([S@](CO2)=O)C=C1)(F)F